CC=1OC(=C(N1)C=1C(=NOC1C1=CC=CC=C1)C1=CC=CC=C1)C1=CC=C(C=C1)C 4-(2-Methyl-5-(p-tolyl)oxazol-4-yl)-3,5-diphenylisoxazole